5-ETHOXY-2-METHYLBENZO[D]THIAZOLE C(C)OC=1C=CC2=C(N=C(S2)C)C1